5-(5-Bromo-2-methoxy-benzylidene)-3-(2-chloro-6-fluoro-benzyl)-thiazolidine-2,4-dione BrC=1C=CC(=C(C=C2C(N(C(S2)=O)CC2=C(C=CC=C2F)Cl)=O)C1)OC